tert-butyl 2-methyl-4-carbonyl-4,6-dihydrospiro[cyclopenta[d]thiazole-5,4'-piperidine]-1'-carboxylate CC=1SC2=C(N1)C(C1(CCN(CC1)C(=O)OC(C)(C)C)C2)=C=O